S(=O)(=O)(O)CCC[N+]1=C2C=CC=CC2=C(C2=CC=CC=C12)C(=O)NCCCC(=O)O N10-(3-sulfopropyl)-N-(3-carboxypropyl)-acridinium-9-carboxamide